FC=1C=CC(=C(C1)C(C(=O)OC(C)(C)C)N1CC(C1)OCCCCCC1=NC=2NCCCC2C=C1)[C@H]1[C@@H](COCC1)OC tert-butyl 2-(5-fluoro-2-(trans-3-methoxytetrahydro-2H-pyran-4-yl)phenyl)-2-(3-((5-(5,6,7,8-tetrahydro-1,8-naphthyridin-2-yl)pentyl)oxy)azetidin-1-yl)acetate